4-iodo-1-(oxetan-2-ylmethyl)pyrazole IC=1C=NN(C1)CC1OCC1